FC(CS(=O)(=O)NC1=CC(=C(C(=O)NC2=NC(=CC=C2)N2C[C@H](OCC2)C)C=C1)N1CCC2(CC2)CC1)F (R)-4-((2,2-Difluoroethyl)sulfonamido)-N-(6-(2-methylmorpholino)pyridin-2-yl)-2-(6-azaspiro[2.5]octan-6-yl)benzamide